3-(1-methylcyclohexyl)acrylate CC1(CCCCC1)C=CC(=O)[O-]